(S)-α-ionone CC1=CCCC([C@@H]1/C=C/C(=O)C)(C)C